C1(CC1)COC=1C=C(C=CC1OC(F)F)C1C[C@@H](N(C1)C(C)=O)CO 1-((2R)-4-(3-(cyclopropylmethoxy)-4-(difluoromethoxy)phenyl)-2-(hydroxymethyl)pyrrolidin-1-yl)ethanone